2-(4-Propylphenyl)-4-(thiophen-3-ylmethylene)oxazol-5(4H)-one C(CC)C1=CC=C(C=C1)C=1OC(C(N1)=CC1=CSC=C1)=O